CC1=C(OC2=C(C=C(C=C2C1=O)C)[C@@H](C)NC(OC(C)(C)C)=O)C1=NC=CC=C1 tert-Butyl N-[(1R)-1-[3,6-dimethyl-4-oxo-2-(2-pyridyl)chromen-8-yl]ethyl]carbamate